N1(CCNCC1)C1=CC=C(OC2C(NC(CC2)=O)=O)C=C1 3-(4-(piperazin-1-yl)phenoxy)piperidine-2,6-dione